4-((indol-3-yl)methylene)-l-m-ethyl-2-phenyl-imidazole-5-one N1C=C(C2=CC=CC=C12)C=C1N=C(NC1=O)C1=CC(=CC=C1)CC